C1[C@@H]([C@H]([C@H]([C@H](O1)CO)O[C@@H]2[C@@H]([C@H]([C@H]([C@H](O2)CO)O)O)O)O)O The molecule is an organyl group consisting of a D-galactopyranose having an alpha-D-galactopyranosyl residue attached at the 4-position, bound at the 1-position. It is a subsituent group from an alpha-D-Gal-(1->4)-D-Gal.